1,1-Bis(4-hydroxyphenyl)dodecane OC1=CC=C(C=C1)C(CCCCCCCCCCC)C1=CC=C(C=C1)O